ClC1=NC(=CN=C1)N1N=CC=C1 2-chloro-6-(pyrazol-1-yl)pyrazine